(S)-(2-(3-methylpyrrolidin-1-yl)thiazol-5-yl)(8-oxo-2-azaspiro[4.5]dec-2-yl)methanone C[C@@H]1CN(CC1)C=1SC(=CN1)C(=O)N1CC2(CC1)CCC(CC2)=O